2,2-bis(mercaptomethyl)-1,3-propanediol SCC(CO)(CO)CS